1,3-Diaminobenzene NC1=CC(=CC=C1)N